C(#N)[C@@H]1N(C(N(C1)C1=CC(=NC=C1C#N)C(F)(F)F)=O)C1=CN=CC2=CC=CC=C12 |r| racemic-4-(4-cyano-3-(isoquinolin-4-yl)-2-oxoimidazolidin-1-yl)-6-(trifluoromethyl)nicotinonitrile